methyl 3-(methylamino)-4-nitro-benzoate CNC=1C=C(C(=O)OC)C=CC1[N+](=O)[O-]